(S)-5-(4-amino-1-(1-(3-chloro-6-(3-fluorophenyl)-5-oxo-5H-thiazolo[3,2-a]pyridin-7-yl)ethyl)-1H-pyrazolo[3,4-d]pyrimidin-3-yl)-2-isopropoxynicotinonitrile NC1=C2C(=NC=N1)N(N=C2C=2C=NC(=C(C#N)C2)OC(C)C)[C@@H](C)C=2C=C1N(C(C2C2=CC(=CC=C2)F)=O)C(=CS1)Cl